The molecule is a sialotriaosylceramide consisting of beta-D-GalNAc-(1->4)-[alpha-Neu5Ac-(2->3)]-beta-D-Gal-(1->4)-beta-D-Glc attached to the primary hydroxy function of ceramide(d18:1/24:0). It has a role as a mouse metabolite. It derives from a tetracosanoic acid. CCCCCCCCCCCCCCCCCCCCCCCC(=O)N[C@@H](CO[C@H]1[C@@H]([C@H]([C@@H]([C@H](O1)CO)O[C@H]2[C@@H]([C@H]([C@H]([C@H](O2)CO)O)O[C@@]3(C[C@@H]([C@H]([C@@H](O3)[C@@H]([C@@H](CO)O)O)NC(=O)C)O)C(=O)O)O)O)O)[C@@H](/C=C/CCCCCCCCCCCCC)O